ClC1=NC=C(C(=C1)N1C(C=C(C=C1C)O)=O)C(F)(F)F 2'-chloro-4-hydroxy-6-methyl-5'-(trifluoromethyl)-2H-[1,4'-bipyridine]-2-one